(6-(difluoromethoxy)pyrimidin-4-yl)methylamine FC(OC1=CC(=NC=N1)CN)F